COC=1C=C(C=CC1OC)C1=CC=NC=2N1N=C(C2)C(=O)NC2CCC(CC2)C(=O)N2CCOCC2 7-(3,4-dimethoxyphenyl)-N-((1R,4R)-4-(morpholine-4-carbonyl)cyclohexyl)pyrazolo[1,5-a]pyrimidine-2-carboxamide